8-[(3R,5S)-3-[(1-hydroxy-2-methylpropan-2-yl)amino]-5-methylpiperidin-1-yl]quinoxaline-5-carbonitrile OCC(C)(C)N[C@H]1CN(C[C@H](C1)C)C1=CC=C(C=2N=CC=NC12)C#N